O=C1NC(CCC1N1C(C2=CC=C(C=C2C1)C#N)=O)=O 2-(2,6-dioxopiperidin-3-yl)-1-oxoisoindoline-5-carbonitrile